1-(3-fluoropyridin-2-yl)ethan-1-one FC=1C(=NC=CC1)C(C)=O